C1CCCCCCOS1(=O)=O heptanesultone